C1(CC1)C1=NN=C2N1N=C(C=C2NCCC2=CC=CC=C2)NC(CC)CC 3-cyclopropyl-N6-(pentan-3-yl)-N8-phenethyl-[1,2,4]triazolo[4,3-b]pyridazine-6,8-diamine